Racemic-(1S,2R,3R,5R)-3-[benzyl-(cyclopropyl)amino]-2-fluoro-8-azabicyclo[3.2.1]octane-8-carboxylic acid tert-butyl ester C(C)(C)(C)OC(=O)N1[C@@H]2[C@@H]([C@@H](C[C@H]1CC2)N(C2CC2)CC2=CC=CC=C2)F |r|